(6Ar)-3-(4-chlorobutyl)-9-methyl-6-methylidene-6a,7,8,10a-tetrahydrobenzo[c]chromen-1-ol ClCCCCC=1C=C(C=2C3[C@H](C(OC2C1)=C)CCC(=C3)C)O